C(C)(C)(C)OC([C@@H](C)Br)=O R-2-bromopropionic acid tert-butyl ester